C(C)C(CNC=1C=C(C=2N(N1)C(=NN2)C(C)C)N)CC N6-(2-ethylbutyl)-3-isopropyl-[1,2,4]triazolo[4,3-b]pyridazine-6,8-diamine